(R)-4-(7-(1,4-dimethyl-1H-pyrazol-5-yl)-2-(1H-pyrrolo[2,3-b]pyridin-4-yl)thieno[3,2-d]pyrimidin-4-yl)-3-methylmorpholine CN1N=CC(=C1C1=CSC2=C1N=C(N=C2N2[C@@H](COCC2)C)C2=C1C(=NC=C2)NC=C1)C